O1C=C(C2=C1C=CC=C2)C[C@H](NC(C(NC2=NC=C(N=C2)C)=O)=O)B(O)O (R)-(2-(benzofuran-3-yl)-1-(2-oxo-2-((5-methylpyrazin-2-yl)amino)acetamido)ethyl)boronic acid